C(CCC=CCCC=CCCC)O 4,8-Dodecadien-1-ol